N1CC(C1)CN1CCN(CC1)C=1C=C(C=CC1)N[C@H]1C(NC(CC1)=O)=O |r| (±)-3-((3-(4-(Azetidin-3-ylmethyl)piperazin-1-yl)phenyl)amino)piperidine-2,6-dione